C(C)(C)(C)OC(=O)NCCN1CCN(CCCNCCN(CCC1)CCNC(OC(C)(C)C)=O)CCNC(OC(C)(C)C)=O di-tert-butyl ((4-(2-((tert-butoxycarbonyl)amino)ethyl)-1,4,8,11-tetraazacyclotetradecane-1,8-diyl)bis(ethane-2,1-diyl))dicarbamate